Anti-arginate N[C@@H](CCCNC(N)=N)C(=O)[O-]